FC(C1=NN=C(O1)C1=CN=C(S1)CN(S(=O)(=O)C)C=1C=NC=C(C1)[C@H](C)F)F N-({5-[5-(difluoromethyl)-1,3,4-oxadiazol-2-yl]-1,3-thiazol-2-yl}methyl)-N-{5-[(1S)-1-fluoroethyl]pyridin-3-yl}methanesulfonamide